9-((1S,4S)-4-(aminomethyl)cyclohexyl)-N8-(3-chlorophenyl)-N2-(4-methyltetrahydro-2H-pyran-4-yl)-9H-purine-2,8-diamine NCC1CCC(CC1)N1C2=NC(=NC=C2N=C1NC1=CC(=CC=C1)Cl)NC1(CCOCC1)C